The molecule is an enone that is 3-penten-2-one carrying an additional hydroxy substituent at position 4. It is an enol and an enone. C/C(=C/C(=O)C)/O